(3-methylisoxazol-5-yl)-[4-[5-(trifluoromethyl)-1,2,4-oxadiazol-3-yl]phenyl]methanone CC1=NOC(=C1)C(=O)C1=CC=C(C=C1)C1=NOC(=N1)C(F)(F)F